(1S)-7-ethoxy-6-methoxy-1-(4-(5-methoxy-1H-indol-3-yl)cyclohexyl)-3,4-dihydroisoquinoline-2(1H)-formaldehyde C(C)OC1=C(C=C2CCN([C@H](C2=C1)C1CCC(CC1)C1=CNC2=CC=C(C=C12)OC)C=O)OC